C1=C(C=CC2=CC=CC=C12)C(=O)CS(=O)(=O)Cl 2-naphthoyl-methanesulfonyl chloride